7-(6-hydroxy-2,7-dimethyl-2H-indazol-5-yl)-3-(piperidin-4-yl)pyrido[2,3-d]pyrimidin-4(3H)-one OC=1C(=CC2=CN(N=C2C1C)C)C=1C=CC2=C(N=CN(C2=O)C2CCNCC2)N1